trans-4-((3-(2-Iso-propylthiazol-5-yl)-phenyl)((trans-4-(5-methoxy-6-methyl-pyridin-2-yl)cyclohexyl)methyl)carbamoyl)cyclohexyl (2-hydroxyethyl)-carbamate OCCNC(O[C@@H]1CC[C@H](CC1)C(N(C[C@@H]1CC[C@H](CC1)C1=NC(=C(C=C1)OC)C)C1=CC(=CC=C1)C1=CN=C(S1)C(C)C)=O)=O